N-[4-[(Z)-3-(4-Hydroxyphenyl)prop-2-enoyl]phenyl]-2-[[5-(3-nitrophenyl)-1,3,4-oxadiazol-2-yl]sulfanyl]acetamide OC1=CC=C(C=C1)\C=C/C(=O)C1=CC=C(C=C1)NC(CSC=1OC(=NN1)C1=CC(=CC=C1)[N+](=O)[O-])=O